C(C)N(C(CCCCCCCCCCCCCCCCC)=O)CC N,N-diethyl-stearic acid amide